4-{4-(trifluoromethyl)phenoxy}isoquinoline-1-carbonitrile FC(C1=CC=C(OC2=CN=C(C3=CC=CC=C23)C#N)C=C1)(F)F